tert-butyl (1S,2R,3R,5R)-3-((3-(4-bromo-2-((tert-butoxycarbonyl) oxy) phenyl)-1,2,4-triazin-6-yl) (methyl) amino)-2-fluoro-8-azabicyclo[3.2.1]octane-8-carboxylate BrC1=CC(=C(C=C1)C=1N=NC(=CN1)N([C@H]1[C@H]([C@@H]2CC[C@H](C1)N2C(=O)OC(C)(C)C)F)C)OC(=O)OC(C)(C)C